methyl 3-((4-(methylsulfonyl)phenyl)amino)-5-(((trifluoromethyl)sulfonyl)oxy)isoquinoline-6-carboxylate CS(=O)(=O)C1=CC=C(C=C1)NC=1N=CC2=CC=C(C(=C2C1)OS(=O)(=O)C(F)(F)F)C(=O)OC